N6-(4-chloro-3-(difluoromethyl)phenyl)-5-fluoro-1H-pyrazolo[3,4-b]pyridine-3,6-diamine ClC1=C(C=C(C=C1)NC1=C(C=C2C(=N1)NN=C2N)F)C(F)F